2,5-bis((2-methoxyethoxy)methoxy)terephthalaldehyde COCCOCOC1=C(C=O)C=C(C(=C1)C=O)OCOCCOC